trans-4-((4-(2-Cyclopropyloxazol-4-yl) pyridine-2-yl)((trans-4-(5-methoxy-6-methylpyridin-2-yl)cyclohexyl)methyl) carbamoyl)cyclohexyl 3-methylazetidine-1-carboxylate CC1CN(C1)C(=O)O[C@@H]1CC[C@H](CC1)C(N(C[C@@H]1CC[C@H](CC1)C1=NC(=C(C=C1)OC)C)C1=NC=CC(=C1)C=1N=C(OC1)C1CC1)=O